Cl.NCC1=CC=C(/C=C/B(O)O)C=C1 (E)-(4-(aminomethyl)styryl)boronic acid hydrochloride